ClC1=C(NC2=NOC3=C2C=CC(=C3)C(OC)OC)C=CC=C1C1=CC=CC=C1 3-(2-chloro-3-phenylanilino)-6-dimethoxymethylbenzisoxazole